FC(C=1C=C(C=CC1)C1=C(OC=C1)C(=O)N)(F)F 3-(trifluoromethyl)phenyl-2-furancarboxamide